ethyl 3-(2-bromo-5-nitro-4-pyridinyl)-2-hydroxy-propionate BrC1=NC=C(C(=C1)CC(C(=O)OCC)O)[N+](=O)[O-]